FC1(CCC(CC1)N1N=C(C2=CC=CC=C12)N)F 1-(4,4-Difluorocyclohexyl)-1H-indazol-3-amine